CC1C(C1)C1=CC=C(C=C1)Cl 1-methyl-2-(4-chlorophenyl)cyclopropane